ClC1=CC=C2C(=N1)CC1(C(N(C3=NC=CC=C31)COCC[Si](C)(C)C)=O)C2 2-Chloro-1'-((2-(trimethylsilyl)ethoxy)methyl)-5,7-dihydrospiro[cyclopenta[b]pyridin-6,3'-pyrrolo[2,3-b]pyridin]-2'(1'h)-one